C(CCCC)OCCOCCOCCO Triethylene Glycol Monopentyl Ether